7-(1-chloro-2-methylpropyl)-3-ethylquinolin-2(1H)-one ClC(C(C)C)C1=CC=C2C=C(C(NC2=C1)=O)CC